N1(CCC1)C(=O)C=1N=NC(=CC1)N1[C@@H](C2=C(CC1)NC=N2)C2=NN1C(C=CC=C1)=C2 (S)-azetidin-1-yl(6-(4-(pyrazolo[1,5-a]pyridin-2-yl)-1,4,6,7-tetrahydro-5H-imidazo[4,5-c]pyridin-5-yl)pyridazin-3-yl)methanone